tert-butyl (1R,2S)-2-[1-(tert-butoxycarbonyl)-3-{[2-methoxy-5-(1,3-thiazol-2-yl)phenyl]amino}indazol-6-yl]-5'-methoxy-2'-oxospiro[cyclopropane-1,3'-indole]-1'-carboxylate C(C)(C)(C)OC(=O)N1N=C(C2=CC=C(C=C12)[C@@H]1C[C@@]12C(N(C1=CC=C(C=C21)OC)C(=O)OC(C)(C)C)=O)NC2=C(C=CC(=C2)C=2SC=CN2)OC